ClC1=NN(C(C2=CC=CC=C12)=O)C1=C(C=CC=C1)F chloro-2-(2-fluorophenyl)phthalazin-1(2H)-one